COCC1=CC(=NN1C(CC)=O)NC1=NC(=NN2C1=C(C(=C2)C2=NN(C=C2)C)C)C=2N(C=CN2)C 1-(5-(Methoxymethyl)-3-((5-methyl-2-(1-methyl-1H-imidazol-2-yl)-6-(1-methyl-1H-pyrazol-3-yl)pyrrolo[2,1-f][1,2,4]triazin-4-yl)amino)-1H-pyrazol-1-yl)propan-1-one